C(C)OC(=O)C1=CC(=NN1)C(F)(F)F 3-(trifluoromethyl)-1H-pyrazole-5-carboxylic acid ethyl ester